Pentamethylene Glycol Monododecyl Ether C(CCCCCCCCCCC)OCCCCCO